N,N'-diphenyl-N,N'-bis-[4-(phenyl-m-tolyl-amino)phenyl]-biphenyl-4,4'-diamine C1(=CC=CC=C1)N(C1=CC=C(C=C1)C1=CC=C(C=C1)N(C1=CC=C(C=C1)N(C=1C=C(C=CC1)C)C1=CC=CC=C1)C1=CC=CC=C1)C1=CC=C(C=C1)N(C=1C=C(C=CC1)C)C1=CC=CC=C1